2,6-ditertiary-butyl-p-cresol C(C)(C)(C)C1=CC(=CC(=C1O)C(C)(C)C)C